N-(2-{[2-(Dimethylamino)ethyl](methyl)amino}-4-methoxy-5-{[4-(1-methyl-1H-indol-3-yl)-2-pyrimidinyl]amino}phenyl)acrylamide CN(CCN(C1=C(C=C(C(=C1)OC)NC1=NC=CC(=N1)C1=CN(C2=CC=CC=C12)C)NC(C=C)=O)C)C